CC1(CNC1)NC(OC(C)(C)C)=O tert-butyl N-(3-methylazetidin-3-yl)carbamate